C(C1=CC=CC=C1)ON1N(C(N(C1C)CC)=O)C=1C=C2C=CN=C(C2=C(C1)OC(C(F)(F)F)C)OC1=CC(=NC=C1Cl)OC Benzyloxy(methyl)-2-(1-((5-chloro-2-methoxypyridin-4-yl)oxy)-8-((1,1,1-trifluoropropan-2-yl)oxy)isoquinolin-6-yl)-4-ethyl-2,4-dihydro-3H-1,2,4-triazol-3-one